FC1=CC2=C(OC3=C2C=CC(=C3)C3=CC=CC=C3)C(=C1)F 2,4-difluoro-7-phenyl-dibenzofuran